N,N-bis(phosphonomethyl)sulfamic acid P(=O)(O)(O)CN(S(O)(=O)=O)CP(=O)(O)O